C1(CCCCCCCCCCC1)(C1=CC=C(C=C1)O)C1=CC=C(C=C1)O 4,4'-CyclododecylideneBisphenol